NC=1C=2N(C3=CC(=CC=C3N1)C(=O)N1CC(OCC1C1=NC=C(C=C1)C(F)(F)F)C(F)(F)F)C=NC2 (4-aminoimidazo[1,5-a]quinoxalin-8-yl)(2-(trifluoromethyl)-5-(5-(trifluoromethyl)pyridin-2-yl)morpholino)methanone